4-fluoro-3a-phenyl-7-(trifluoromethyl)naphtho[2,1-b]Furan FC1=CC2=CC(=CC=C2C=2C1(OCC2)C2=CC=CC=C2)C(F)(F)F